FC1=CC2=C(SC(=C2C)C(C(F)(F)F)NC(=O)NC=2C=NC(=NC2)N2CC(C2)(C)O)C(=C1)F 1-(1-(5,7-difluoro-3-methylbenzo[b]thiophen-2-yl)-2,2,2-trifluoroethyl)-3-(2-(3-hydroxy-3-methylazetidin-1-yl)pyrimidin-5-yl)urea